Triglycidyl-p-amino-phenol C(C1CO1)C=1C(=C(C(=C(C1)O)CC1CO1)CC1CO1)N